N-[5-[[5-(3,3-difluoropyrrolidin-1-yl)pyrazin-2-yl]carbamoyl]-4-fluoro-2-methylphenyl]-2-methyl-1,3-thiazole-5-carboxamide FC1(CN(CC1)C=1N=CC(=NC1)NC(=O)C=1C(=CC(=C(C1)NC(=O)C1=CN=C(S1)C)C)F)F